ClC1=CNC2=C(C=CC(=C12)Cl)NS(=O)(=O)C1=CN=C(S1)C(F)(F)F N-(3,4-dichloro-1H-indol-7-yl)-2-(trifluoromethyl)thiazole-5-sulfonamide